N=1C=NN2C1C=C(C=C2)OC2=CC(=C(C=C2C)NC=2C1=C(N=CN2)C=NC(=N1)N1CCNCC1)OC N-(4-([1,2,4]triazolo[1,5-a]pyridin-7-yloxy)-2-methoxy-5-methylphenyl)-6-(piperazin-1-yl)pyrimido[5,4-d]pyrimidin-4-amine